8-methoxy-2-methyl-4-(3-methyl-1H-1,2,4-triazol-1-yl)quinoline COC=1C=CC=C2C(=CC(=NC12)C)N1N=C(N=C1)C